C(C)(C)(C)OC(N(C(=O)OC(C)(C)C)C1=C(C(=CC=C1F)N(C)C(C1=C(C=CC(=C1)N)Cl)=O)F)=O N-[3-[(5-amino-2-chloro-benzoyl)-methyl-amino]-2,6-difluoro-phenyl]-N-tert-butoxycarbonyl-carbamic acid tert-butyl ester